4-bromo-2-ethyl-5-fluorobenzo[d]isothiazole BrC1=C(C=CC2=C1CN(S2)CC)F